(E)-indole N1C=CC2=CC=CC=C12